butyl 4,4-di-(tert-butylperoxy)valerate C(C)(C)(C)OOC(CCC(=O)OCCCC)(C)OOC(C)(C)C